C1(CCCC1)OC1=C(N)C=C(C(=C1)F)B1OC(C(O1)(C)C)(C)C 2-(cyclopentyloxy)-4-fluoro-5-(4,4,5,5-tetramethyl-1,3,2-dioxaborolan-2-yl)aniline